C1(CC1)N1C[C@@H](CCC1)NC1=C2C(=NC3=CC(=C(C=C13)OC)OC)CCCCC2 (3R)-1-cyclopropyl-N-{2,3-dimethoxy-6H,7H,8H,9H,10H-cyclohepta[b]quinolin-11-yl}piperidin-3-amine